3-(tert-butylamino)-7-chloro-4H-benzo[e][1,2,4]thiadiazine 1,1-dioxide C(C)(C)(C)NC1=NS(C2=C(N1)C=CC(=C2)Cl)(=O)=O